4-((5-(3,5-difluorophenyl)-1-(naphthalen-2-ylmethyl)-1H-indazole-7-carboxamido)methyl)benzoic acid FC=1C=C(C=C(C1)F)C=1C=C2C=NN(C2=C(C1)C(=O)NCC1=CC=C(C(=O)O)C=C1)CC1=CC2=CC=CC=C2C=C1